(3-(benzyloxy)-4-methylphenyl)boronic acid C(C1=CC=CC=C1)OC=1C=C(C=CC1C)B(O)O